C(N)(=O)C=1C=C(C=CC1)NC(=O)C=1C(=NC(=CC1C)Cl)N1CCC(CCC1)(F)F N-(3-carbamoyl-phenyl)-6-chloro-2-(4,4-difluoroazepan-1-yl)-4-methyl-pyridine-3-carboxamide